N-(9-oxo-2-(trifluoromethyl)-9H-indeno[2,1-d]pyrimidin-7-yl)acetamide O=C1C=2C=C(C=CC2C2=C1N=C(N=C2)C(F)(F)F)NC(C)=O